O=C1[C@H]([C@@H](CC1)CC(=O)OCC)C\C=C/CC trans-ethyl (Z)-2-(3-oxo-2-(pent-2-en-1-yl)cyclopentyl)acetate